O=C1N(C(CN1C1=CC=C(C=C1)C(F)(F)F)=O)CC1=CC(=C(OC(C(=O)OCC)(C)C)C(=C1)F)F Ethyl 2-(4-((2,5-dioxo-3-(4-(trifluoromethyl) phenyl) imidazolin-1-yl) methyl)-2,6-difluorophenoxy)-2-methylpropionate